BrC1=C(N=C2N(C1=O)C=C(N2C)OC)C(F)(F)F 6-bromo-2-methoxy-1-methyl-7-(trifluoromethyl)imidazo[1,2-a]Pyrimidin-5-one